C1(CCC1)NC1=NN2C(C=N1)=C(C=C2)C=2C=C1C=CC=NC1=CC2 N-cyclobutyl-5-(quinolin-6-yl)pyrrolo[2,1-f][1,2,4]triazin-2-amine